triazol tin [Sn].N1N=NC=C1